(4'-(7-oxo-6,7-dihydro-3H-[1,2,3]triazolo[4,5-d]pyrimidin-5-yl)-3'-(2-(pyrrolidin-1-yl)ethoxy)-[1,1'-biphenyl]-3-yl)glycine O=C1C2=C(N=C(N1)C1=C(C=C(C=C1)C1=CC(=CC=C1)NCC(=O)O)OCCN1CCCC1)NN=N2